4-[1-cyclobutyl-7-((R)-1-quinolin-3-yl-ethylamino)-1H-pyrazolo[4,3-d]pyrimidin-5-yl]-1-methyl-piperazin-2-one C1(CCC1)N1N=CC=2N=C(N=C(C21)N[C@H](C)C=2C=NC1=CC=CC=C1C2)N2CC(N(CC2)C)=O